FC=1C=CC(=NC1)C(=O)O 5-fluoro-pyridine-2-carboxylic acid